N-(4-((benzyloxy)methyl)phenyl)-3-(5-methyl-6-(morpholine-4-sulfonamido)pyrazin-2-yl)benzamide C(C1=CC=CC=C1)OCC1=CC=C(C=C1)NC(C1=CC(=CC=C1)C1=NC(=C(N=C1)C)NS(=O)(=O)N1CCOCC1)=O